methyl 4-[1-(2-trimethylsilylethoxymethyl)imidazol-2-yl]sulfinylbenzoate C[Si](CCOCN1C(=NC=C1)S(=O)C1=CC=C(C(=O)OC)C=C1)(C)C